F[C@H]1[C@H](C1)C(=O)NC1=NC=C2C=C(C=3N(C2=C1)N=CN3)C=3C=NC(=CC3C)C(CC)=O (1R,2R)-2-fluoro-N-(4-(4-methyl-6-propionylpyridin-3-yl)-[1,2,4]triazolo[1,5-a][1,6]naphthyridin-8-yl)cyclopropane-1-carboxamide